C(C)OCC1(CCN(CC1)CC1=CC=C(C=C1)CC(C)O)CCC1=CC=CC=C1 1-(4-((4-(ethoxymethyl)-4-phenethylpiperidin-1-yl)methyl)phenyl)propan-2-ol